Tert-butyl 3-[6-(hydroxymethyl)-1H-pyrrolo[2,3-b]pyridin-3-yl]piperidine-1-carboxylate OCC1=CC=C2C(=N1)NC=C2C2CN(CCC2)C(=O)OC(C)(C)C